1-(1-(3-fluorobicyclo[1.1.1]pentan-1-yl)-4-iodo-1H-imidazol-2-yl)-2-methylpropan-1-ol FC12CC(C1)(C2)N2C(=NC(=C2)I)C(C(C)C)O